5-fluoro-2-methoxy-4-((pyrrolidin-1-ylsulfonyl)carbamoyl)benzoic acid FC=1C(=CC(=C(C(=O)O)C1)OC)C(NS(=O)(=O)N1CCCC1)=O